N-(4-(tert-butyl)phenyl)-2,2-dimethyl-2,3-dihydro-1H-inden-5-amine C(C)(C)(C)C1=CC=C(C=C1)NC=1C=C2CC(CC2=CC1)(C)C